FS(=O)(=O)N(C1=CC=C(C(=O)OC(C)(C)C)C=C1)C1=C(N=C2N1C=CC(=C2)C2=CC=CC=C2)C2=C(C=CC=C2)OS(=O)(=O)F tert-butyl 4-((fluorosulfonyl)(2-(2-((fluorosulfonyl)oxy)phenyl)-7-phenylimidazo[1,2-a]pyridin-3-yl)amino)benzoate